OC1CC(C1)(C(=O)OC)OC methyl (1r,3r)-3-hydroxy-1-methoxycyclobutane-1-carboxylate